BrC1=CC=C(C=C1)C(\C=C\C1=CC(=C(C=C1)O)OCC)=O (E)-1-(4-Bromophenyl)-3-(3-ethoxy-4-hydroxyphenyl)prop-2-en-1-one